methyl N-[4-[5-[(4-chlorophenyl)-methyl-carbamoyl]pyrazolo[1,5-a]pyridin-3-yl]phenyl]carbamate ClC1=CC=C(C=C1)N(C(=O)C1=CC=2N(C=C1)N=CC2C2=CC=C(C=C2)NC(OC)=O)C